ClC=1C(N(C=C(C1)C=1NC2=CC=C(C=C2C1C(C)C)C1CCN(CC1)C1CCOCC1)C)=O 3-chloro-5-(3-isopropyl-5-(1-(tetrahydro-2H-pyran-4-yl)piperidin-4-yl)-1H-indol-2-yl)-1-methylpyridin-2(1H)-one